bis(2,4-pentanedione) cobalt (II) [Co+2].CC(CC(C)=O)=O.CC(CC(C)=O)=O